C(C)(C)(C)OC(=O)NCC=1C(=C(OC2=NC=CC=C2C2=NC(=NC=C2)N[C@@H]2CN(CCC2)C(=O)OCC2=CC=CC=C2)C=CC1)F benzyl (3S)-3-((4-(2-(3-((tert-butoxycarbonylamino)methyl)-2-fluoro-phenoxy)-3-pyridyl)pyrimidin-2-yl)amino)piperidine-1-carboxylate